(2S)-2-(((2S,5r)-2-((((S)-1-(tert-butoxycarbonyl)-4,4-difluoropyrrolidin-2-yl)methoxy)carbamoyl)-3-methyl-7-oxo-1,6-diazabicyclo[3.2.1]oct-3-en-6-yl)oxy)-2-fluoroacetic acid C(C)(C)(C)OC(=O)N1[C@@H](CC(C1)(F)F)CONC(=O)[C@H]1N2C(N([C@H](C=C1C)C2)O[C@H](C(=O)O)F)=O